2-(5-amino-2-(furan-2-yl)-7H-pyrazolo[4,3-e][1,2,4]triazolo[1,5-c]pyrimidin-7-yl)-N-((6-(1-hydroxycyclobutyl)pyridin-2-yl)methyl)-2-phenylacetamide NC1=NC2=C(C=3N1N=C(N3)C=3OC=CC3)C=NN2C(C(=O)NCC2=NC(=CC=C2)C2(CCC2)O)C2=CC=CC=C2